FC1(C(C=2C(=CN(C2CC1)C1=CC=C(C=C1)F)C(F)(F)F)C#N)F 5,5-difluoro-1-(4-fluorophenyl)-3-(trifluoromethyl)-4,5,6,7-tetrahydro-1H-indole-4-carbonitrile